COCC(=O)C=1C(=CC(=NC1)NC(=O)C1CC1)NC1=C2N([C@H](C=3N(C2=CC=C1)N=C(N3)C)C)C (S)-N-(5-(2-methoxyacetyl)-4-((2,4,5-trimethyl-4,5-dihydro-[1,2,4]triazolo[1,5-a]quinoxalin-6-yl)amino)pyridin-2-yl)cyclopropanecarboxamide